C(C)(=O)OC[C@H]1O[C@H]([C@@H]([C@H]([C@H]1OC(C)=O)OC(C)=O)NC(C)=O)OCCCCC(=O)NCCOCCOCCN [(2R,3R,4R,5R,6R)-5-acetamido-3,4-diacetoxy-6-[5-[2-[2-(2-aminoethoxy)ethoxy]ethylamino]-5-oxo-pentoxy]tetrahydropyran-2-yl]methyl acetate